Tert-butyl 2-[4-[[4-chloro-5-(trifluoromethyl)pyrimidin-2-yl]amino]-3-methyl-phenyl]sulfanyl-7-azaspiro[3.5]nonane-7-carboxylate ClC1=NC(=NC=C1C(F)(F)F)NC1=C(C=C(C=C1)SC1CC2(C1)CCN(CC2)C(=O)OC(C)(C)C)C